C1(CC1)C=1N(C(=C(C1C(=O)NC1=CC(=C(C=C1)F)C)C)C(C(=O)NC1(CC(C1)O)C)=O)C 2-cyclopropyl-N-(4-fluoro-3-methylphenyl)-5-(2-(((1s,3s)-3-hydroxy-1-methylcyclobutyl)amino)-2-oxoacetyl)-1,4-dimethyl-1H-pyrrole-3-carboxamide